COC(C1=C(C(=CC(=C1)C(SC)=N)C1CCC1)C)=O cyclobutyl-5-(imino(methylthio)methyl)-2-methylbenzoic acid methyl ester